methyl (2S)-2-(tert-butoxycarbonylamino)-4-methyl-pentanoate C(C)(C)(C)OC(=O)N[C@H](C(=O)OC)CC(C)C